(R)-7-(5-chloro-2-(ethylamino)pyrimidin-4-yl)-2-(5-fluoro-2-(hydroxymethyl)benzyl)-3-(methoxymethyl)-3,4-dihydropyrrolo[1,2-a]pyrazine-1(2H)-one ClC=1C(=NC(=NC1)NCC)C=1C=C2N(C[C@@H](N(C2=O)CC2=C(C=CC(=C2)F)CO)COC)C1